N-[2-[1-[2-[4-[4-[(2,6-dioxo-3-piperidyl)amino]phenyl]-1-piperidyl]ethyl]-4-piperidyl]-7-isopropoxy-imidazo[1,2-a]pyridin-6-yl]-6-(trifluoromethyl)pyridine-2-carboxamide O=C1NC(CCC1NC1=CC=C(C=C1)C1CCN(CC1)CCN1CCC(CC1)C=1N=C2N(C=C(C(=C2)OC(C)C)NC(=O)C2=NC(=CC=C2)C(F)(F)F)C1)=O